BrC1=C(N=NN1CC1=CC=C(C=C1)OC)C(=O)OCC ethyl 5-bromo-1-(4-methoxybenzyl)-1H-1,2,3-triazole-4-carboxylate